5-(3-hydroxy-1-methyl-2-oxopyrrolidin-3-yl)isoxazol OC1(C(N(CC1)C)=O)C1=CC=NO1